N-(5-(4-methoxybenzyl)thiazol-2-yl)heptanamide COC1=CC=C(CC2=CN=C(S2)NC(CCCCCC)=O)C=C1